FC(C(=O)O)(F)F.NC1=NN2C(N=CC=C2)=C1C(=O)NC(C)C=1C=C(C2=CN(N=C2C1OCC)CC(C)C)Cl 2-amino-N-(1-(4-chloro-7-ethoxy-2-isobutyl-2H-indazol-6-yl)ethyl)-pyrazolo[1,5-a]pyrimidine-3-carboxamide trifluoroacetate